CN1C[C@@H](CC1)C1=NC=2C(=NC=CC2C2CCN(CC2)C(=O)C2=CC=C(C=C2)OC(F)(F)F)N1 |r| (Rac)-[4-[2-(1-methylpyrrolidin-3-yl)-3H-imidazo[4,5-b]pyridin-7-yl]-1-piperidyl]-[4-(trifluoromethoxy)phenyl]methanone